trimercaptoacetate SC(C(=O)[O-])(S)S